ClC1=C(C=CC=C1Cl)C=1C(=CC=C2C(=C(C=NC12)N)N1CCOCC1)F 8-(2,3-Dichlorophenyl)-7-fluoro-4-morpholinoquinolin-3-amine